3-(2-(((S)-1-(2-(3-azaspiro[5.5]undec-9-yl) ethyl) pyrrolidin-2-yl) methoxy)-7-chloro-8-fluoropyrido[4,3-d]pyrimidin-4-yl)-3,8-diazabicyclo[3.2.1]octane-8-carboxylate C1CNCCC12CCC(CC2)CCN2[C@@H](CCC2)COC=2N=C(C1=C(N2)C(=C(N=C1)Cl)F)N1CC2CCC(C1)N2C(=O)[O-]